C(C)[Sn](N(C)C)(CC)CC Triethyl-(dimethylamino)tin